4-(4-amino-6-(4-(2-fluoroacrylamido)phenyl)pyrazolo[5,1-f][1,2,4]triazin-5-yl)-N-cyclopropyl-2-methoxybenzamide NC1=NC=NN2C1=C(C(=N2)C2=CC=C(C=C2)NC(C(=C)F)=O)C2=CC(=C(C(=O)NC1CC1)C=C2)OC